C(#N)C[C@]1(CCC(C=2N(C1)N=C1C2CN(CC1)C(=O)NC1=C(C(=NC=C1)C(F)F)F)(F)F)O |o1:3| (S*)-8-(Cyanomethyl)-N-(2-(difluoromethyl)-3-fluoropyridin-4-yl)-11,11-difluoro-8-hydroxy-3,4,8,9,10,11-hexahydro-1H-pyrido[4',3':3,4]pyrazolo[1,5-a]azepine-2(7H)-carboxamide